tert-butyl 3-[6-[5-(tert-butoxycarbonylamino)pyrazolo[1,5-a]pyridin-3-yl]-2-pyridyl]piperidine-1-carboxylate C(C)(C)(C)OC(=O)NC1=CC=2N(C=C1)N=CC2C2=CC=CC(=N2)C2CN(CCC2)C(=O)OC(C)(C)C